ClC1=NC(=NC=N1)N1CC(C2=NC=CC=C21)(C)C 1-(4-chloro-1,3,5-triazin-2-yl)-3,3-dimethyl-2,3-dihydro-1H-pyrrolo[3,2-b]pyridine